BrC1=CC=C(C(=C1[C@@H](CC(=O)OC(C)(C)C)N[S@@](=O)C(C)(C)C)Cl)F tert-butyl (3R)-3-(6-bromo-2-chloro-3-fluorophenyl)-3-{[(S)-2-methylpropane-2-sulfinyl]amino}propanoate